2-amino-3-bromo-5-methylbenzoic acid NC1=C(C(=O)O)C=C(C=C1Br)C